3-(azetidin-1-yl)-5-ethynylpyridine N1(CCC1)C=1C=NC=C(C1)C#C